4-fluoro-5-((5-(3-(5-(2-hydroxypropan-2-yl)oxazol-2-yl)cyclopentyl)-1H-pyrazol-3-yl)amino)-2,3-dihydrobenzo[d]isothiazole 1,1-dioxide FC1=C(C=CC2=C1CNS2(=O)=O)NC2=NNC(=C2)C2CC(CC2)C=2OC(=CN2)C(C)(C)O